CC=1C=C(NC=2C3=C(N=CN2)C=NC(=N3)N3CCN(CC3)C(\C=C\CN3N=CC=C3)=O)C=CC1OC1=CC3=C(N(N=N3)C)C=C1 (E)-1-[4-[4-[3-methyl-4-(1-methylbenzotriazol-5-yl)oxy-anilino]pyrimido[5,4-d]pyrimidin-6-yl]piperazin-1-yl]-4-pyrazol-1-yl-but-2-en-1-one